COC[C@@]1(N2[C@H](C[C@H](C1=O)CC2)C)COP(=O)(OC[C@]2(N1[C@H](C[C@H](C2=O)CC1)C)COC)N[C@@H](CC1=CC=CC=C1)C(=O)OC(C)C isopropyl (bis(((1S,2R,4R,6S)-2-(methoxymethyl)-6-methyl-3-oxoquinuclidin-2-yl)methoxy)phosphoryl)-L-phenylalaninate